5,6-dibromo-4H-chromene-4-thione BrC1=C2C(C=COC2=CC=C1Br)=S